ClC=1C=C(C=C(C1)F)NCC(=O)N1CC(C(C12CCCC2)O)(F)F 2-((3-chloro-5-fluorophenyl)amino)-1-(3,3-difluoro-4-hydroxy-1-azaspiro[4.4]non-1-yl)ethanone